2,2',2''-(10-((perfluorophenyl)methyl)-1,4,7,10-tetraazacyclododecane-1,4,7-triyl)triacetic acid FC1=C(C(=C(C(=C1F)F)F)F)CN1CCN(CCN(CCN(CC1)CC(=O)O)CC(=O)O)CC(=O)O